(3S,4R)-4-((4-(3-((6-oxa-3-azabicyclo[3.1.1]heptan-3-yl)methyl)-4-isopropylquinolin-6-yl)-5-fluoropyrimidin-2-yl)amino)tetrahydro-2H-pyran-3-ol C12CN(CC(O1)C2)CC=2C=NC1=CC=C(C=C1C2C(C)C)C2=NC(=NC=C2F)N[C@H]2[C@@H](COCC2)O